N,N-dimethylacrylurea CN(C(=O)NC(=O)C=C)C